4-(4-methylpiperazin-1-yl)-2-(trifluoromethoxy)aniline CN1CCN(CC1)C1=CC(=C(N)C=C1)OC(F)(F)F